4-(7-chloro-2,8-difluoro-pyrido[4,3-d]pyrimidin-4-yl)-1,4-oxazepane ClC1=C(C=2N=C(N=C(C2C=N1)N1CCOCCC1)F)F